1-[2-Chloro-4-(5-{7-[(2R)-2-methylpyrrolidin-1-yl]-6,7,8,9-tetrahydro-5H-benzo[7]annulen-2-yl}-1H-pyrazolo[3,4-b]pyridin-3-yl)phenyl]cyclobutan-1-ol ClC1=C(C=CC(=C1)C1=NNC2=NC=C(C=C21)C=2C=CC1=C(CCC(CC1)N1[C@@H](CCC1)C)C2)C2(CCC2)O